C(CC[C@@H](C(=O)O)NC(=O)C1=CC=C(NCC2CCC=3N=C(N)NC(=O)C3N2)C=C1)(=O)O 8-deazatetrahydrofolic acid